NC1=CC(=C(C(=O)N2CCC(CC2)C(=O)NCCCN(C(OC(C)(C)C)=O)C)C=C1)C tert-butyl (3-(1-(4-amino-2-methylbenzoyl)piperidine-4-carboxamido)propyl)(methyl)carbamate